C(C)NC(=O)C1=CC(=NC(=C1)C=1N=NN(C1)C=1C(=C(C(=O)O)C=CC1)[N+](=O)[O-])C=1N=NN(C1)C=1C(=C(C(=O)O)C=CC1)[N+](=O)[O-] 4'-((4-(ethylcarbamoyl)pyridin-2,6-diyl)bis(1H-1,2,3-triazole-4,1-diyl))bis(2-nitrobenzoic acid)